6-[(4-chlorothiophene-3-yl)methyl]adenosine ClC=1C(=CSC1)CC1(C2=NCN([C@H]3[C@H](O)[C@H](O)[C@@H](CO)O3)C2=NC=N1)N